((S)-4-(5-acetyl-8-(8-methylnaphthalen-1-yl)-2-(((S)-1-methylpyrrolidin-2-yl)methoxy)-6,7,8,9-tetrahydro-5H-pyrimido[5,4-e][1,4]diazepin-4-yl)-1-propenoylpiperazin-2-yl)acetonitrile C(C)(=O)N1CCN(CC2=C1C(=NC(=N2)OC[C@H]2N(CCC2)C)N2C[C@@H](N(CC2)C(C=C)=O)CC#N)C2=CC=CC1=CC=CC(=C21)C